(4-hydroxyphenyl)-dimethylsulfonium OC1=CC=C(C=C1)[S+](C)C